C(C)(C)(C)OC(=O)N1C(CNCC1)C(=O)C1=CC=2C(=CN=C(C2)C2=NC=CC(=C2)C#N)N1C (5-(4-cyanopyridin-2-yl)-1-methyl-1H-pyrrolo[2,3-c]pyridine-2-carbonyl)piperazine-1-carboxylic acid tert-butyl ester